1,4-dioxacycloheptan-2-one O1C(COCCC1)=O